9-((4-(((R)-1-(3-bromophenyl)ethyl)amino)-6-methoxy-2-methylquinazolin-7-yl)oxy)-N-((2-(2,6-dioxopiperidin-3-yl)-1-oxoisoindolin-4-yl)methyl)nonanamide BrC=1C=C(C=CC1)[C@@H](C)NC1=NC(=NC2=CC(=C(C=C12)OC)OCCCCCCCCC(=O)NCC1=C2CN(C(C2=CC=C1)=O)C1C(NC(CC1)=O)=O)C